C1(=CC=CC=C1)C=1SC=NN1 phenyl-1,3,4-thiadiazole